FC1=C(C(=CC=C1)/C(/N)=N/O)NC(OC(C)(C)C)=O tert-butyl N-{2-fluoro-6-[(Z)-N'-hydroxycarbamimidoyl]phenyl}carbamate